CC(=O)OC[C@@H]1[C@H]([C@H]([C@@H](O1)N2C=NC3=C2N=C(N=C3Cl)Cl)OC(=O)C)OC(=O)C 2,6-dichloro-9-(2',3',5'-tri-O-acetyl-β-D-ribofuranosyl)purine